N,N-dimethyl-4-((1'-((tetrahydro-2H-pyran-4-yl)methyl)spiro[indoline-3,3'-pyrrolidin]-1-yl)sulfonyl)benzenesulfonamide CN(S(=O)(=O)C1=CC=C(C=C1)S(=O)(=O)N1CC2(CN(CC2)CC2CCOCC2)C2=CC=CC=C12)C